BrC1=NNC2=CC(=CC=C12)F 3-bromo-6-fluoro-1H-indazole